ClC1=NC=CC(=C1C)B1OC(C(O1)(C)C)(C)C 2-chloro-3-methyl-4-(4,4,5,5-tetramethyl-1,3,2-dioxaborolan-2-yl)pyridine